[Li].FC=C1N=C(C(=N1)C#N)C#N 2-fluoromethylene-4,5-dicyanoimidazole lithium